C(#N)C=1N=CN(C1I)CN(C(OC(C)(C)C)=O)CC tert-butyl ((4-cyano-5-iodo-1H-imidazolyl)methyl)(ethyl)carbamate